[Na+].COP([O-])(=O)C(CC)=O monomethyl-(1-oxopropyl)phosphonic acid sodium salt